3-hydroxybenzoic acid n-pentylester C(CCCC)OC(C1=CC(=CC=C1)O)=O